2-benzyl-6-methyl-2-azaspiro[3.3]heptan-6-yl (2R,6R)-2,6-dimethyl-4-[5-(trifluoromethyl)pyrazin-2-yl]piperazine-1-carboxylate C[C@H]1N([C@@H](CN(C1)C1=NC=C(N=C1)C(F)(F)F)C)C(=O)OC1(CC2(CN(C2)CC2=CC=CC=C2)C1)C